C1(CC1)OCC1(CN(CCC1)C=1C=NC(=CC1CO)C1=CC(=C(C=C1)F)F)NC(OC(C)(C)C)=O tert-butyl (3-(cyclopropoxymethyl)-1-(6-(3,4-difluorophenyl)-4-(hydroxymethyl)pyridin-3-yl)piperidin-3-yl)carbamate